O5-benzyl O1-ethyl (2S)-2-[6-(2,4-difluoroanilino)pyrazin-2-yl]-2-ethyl-pentanedioate FC1=C(NC2=CN=CC(=N2)[C@@](C(=O)OCC)(CCC(=O)OCC2=CC=CC=C2)CC)C=CC(=C1)F